1H-pyrrolo[2,3-b]Pyridin N1C=CC=2C1=NC=CC2